FC1C(C2=C(NC=3N=CC=CC3C2(C2=CC(=CC=C2)B2OC(C(O2)(C)C)(C)C)C)CC1(C)C)=O 7-fluoro-5,8,8-trimethyl-5-(3-(4,4,5,5-tetramethyl-1,3,2-dioxaborolan-2-yl)phenyl)-5,8,9,10-tetrahydrobenzo[b][1,8]naphthyridin-6(7H)-one